N-[(1R)-1-cyclohexyl-2-[4-[[1-[2-[4-[2-fluoro-5-[(4-oxo-3H-phthalazin-1-yl)methyl]benzoyl]piperazin-1-yl]-2-oxo-ethyl]-4-piperidyl]oxy]-1-piperidyl]-2-oxo-ethyl]-3-methyl-benzamide C1(CCCCC1)[C@H](C(=O)N1CCC(CC1)OC1CCN(CC1)CC(=O)N1CCN(CC1)C(C1=C(C=CC(=C1)CC1=NNC(C2=CC=CC=C12)=O)F)=O)NC(C1=CC(=CC=C1)C)=O